tert-butyl 8-(5-chloro-2-((1-ethyl-1H-pyrazol-4-yl) amino)-7H-pyrrolo[2,3-d]pyrimidin-4-yl)-3,8-diazabicyclo[4.2.0]octane-3-carboxylate ClC1=CNC=2N=C(N=C(C21)N2CC1CCN(CC21)C(=O)OC(C)(C)C)NC=2C=NN(C2)CC